ICC\C=C/CCCCCCCCCCCCC(OCC)OCC (3Z)-1-iodo-17,17-diethoxy-3-heptadecene